ClC=1C(=NC(=NC1)NC1CCOCC1)C1=CC=C2CN(C(C2=C1)=O)[C@@H](C(=O)O)C(=O)N[C@H](CO)C1=CC(=CC(=C1)OC)F (2R)-2-(6-{5-chloro-2-[(oxacyclohex-4-yl)amino]pyrimidin-4-yl}-1-oxo-2,3-dihydro-1H-isoindol-2-yl)-N-[(1S)-1-(3-fluoro-5-methoxyphenyl)-2-hydroxyethyl]malonamic acid